(E,E)-4,10-Dodecadienyl acetate C(C)(=O)OCCC\C=C\CCCC\C=C\C